6-bromo-2-chloro-3-quinolinecarboxaldehyde BrC=1C=C2C=C(C(=NC2=CC1)Cl)C=O